C1[C@H]([C@H](O[C@@H]([C@H]1O)C[NH3+])O)[NH3+] The molecule is an organic cation obtained by protonation of the amino groups of 2,6-diamino-2,3,6-trideoxy-alpha-D-glucose. It is an ammonium ion derivative and an organic cation. It is a conjugate acid of a 2,6-diamino-2,3,6-trideoxy-alpha-D-glucose.